[N].O1C=CC2=C1C=CC=C2 Benzofuran nitrogen